phenylthio-(n-propyl-n-hexyl) phosphinate [PH2](OC(CCCCC)(CCC)SC1=CC=CC=C1)=O